3-((7-(4-Chloro-3-(piperidin-4-ylmethyl)benzo[b]thiophen-6-yl)thieno[3,2-b]pyridine-2-yl)methyl)-6,6-dimethyl-3-azabicyclo[3.1.0]hexane-2,4-dione ClC1=CC(=CC=2SC=C(C21)CC2CCNCC2)C2=C1C(=NC=C2)C=C(S1)CN1C(C2C(C2C1=O)(C)C)=O